FC1=CC(=C(C=C1)S(=O)(=O)N)C(F)(F)F 4-fluoro-2-(trifluoromethyl)benzene-sulfonamide